C1(CC1)N1C=C(C=2N=C(N=CC21)SCC=2C=CC(=C(C2)CC(=O)O)F)C2C[C@H]([C@@H](C2)F)F rac-2-(5-(((5-cyclopropyl-7-((3R,4R)-3,4-difluorocyclopentyl)-5H-pyrrolo[3,2-d]pyrimidin-2-yl)thio)methyl)-2-fluorophenyl)acetic acid